para-hydroxyphenylpropionyl chloride OC1=CC=C(C=C1)CCC(=O)Cl